(S)-3-(3-(1-(3-methyl-4H-1,2,4-triazol-4-yl)-2,3-dihydro-1H-inden-5-yl)-5-(1H-pyrazol-1-yl)-3H-imidazo[4,5-b]pyridin-2-yl)pyridin-2-amine CC1=NN=CN1[C@H]1CCC2=CC(=CC=C12)N1C(=NC=2C1=NC(=CC2)N2N=CC=C2)C=2C(=NC=CC2)N